FC(C1=NN(C=C1C(=O)NC1=C(C=CC=C1)C1=CC(=C(C(=C1)F)F)F)C)F 3-(difluoromethyl)-1-methyl-N-(3',4',5'-trifluorobiphenyl-2-yl)pyrazole-4-amide